C(#N)C=1C=C2C(=NC1)N(C=C2)C2=NC=C(C(=O)NC1CCC(CC1)C(C)(C)O)C(=C2)NC2CC2 6-(5-cyano-1H-pyrrolo[2,3-b]pyridin-1-yl)-4-(cyclopropylamino)-N-((1R,4R)-4-(2-hydroxypropan-2-yl)cyclohexyl)nicotinamide